FC1=C(C=CC(=C1F)C=1C(=NN(C1)CCOC)C)C1=CN=C2N1C=CN=C2NC2=CC(=C(C(=O)NCC1CCNCC1)C=C2)CC 4-((3-(2,3-difluoro-4-(1-(2-methoxyethyl)-3-methyl-1H-pyrazol-4-yl)phenyl)imidazo[1,2-a]pyrazin-8-yl)amino)-2-ethyl-N-(piperidin-4-ylmethyl)benzamide